FC=1C=C(C=CC1OC(F)(F)F)NC(NC1CCC(CC1)OC1=CC=C(C=C1)NC(CC(=O)O)=O)=O 3-((4-(((1r,4r)-4-(3-(3-fluoro-4-(trifluoromethoxy)phenyl)ureido)cyclohexyl)oxy)phenyl)amino)-3-oxopropanoic acid